7-(3-carboxypyrrolidin-1-yl)-3-(benzothiazol-2-yl)coumarin C(=O)(O)C1CN(CC1)C1=CC=C2C=C(C(OC2=C1)=O)C=1SC2=C(N1)C=CC=C2